1-(3-(4-cyclopropoxy-2-methoxypyridin-3-yl)-1H-pyrrolo[2,3-b]pyridin-6-yl)-3-(2-(4-methylpiperazin-1-yl)ethyl)urea formate C(=O)O.C1(CC1)OC1=C(C(=NC=C1)OC)C1=CNC2=NC(=CC=C21)NC(=O)NCCN2CCN(CC2)C